C(C)N1C(=C(C2=CC=CC=C12)C1(OC(=O)C2=CC=CN=C12)C1=C(C=C(C=C1)N(CC)CC)OC(C)CCCC)C 3-(1-ethyl-2-methylindole-3-yl)-3-(2-2-hexyloxy-4-diethylaminophenyl)-4-azaphthalide